C(CCC)C1(CS(C2=C(N(C1)C1=CC=CC=C1)C=C(C(=C2)O/C=C/C(=O)OCC)OC)(=O)=O)CCCC ethyl (E)-3-((3,3-dibutyl-7-methoxy-1,1-dioxido-5-phenyl-2,3,4,5-tetrahydro-1,5-benzothiazepin-8-yl)oxy)acrylate